5-bromo-3-(6-(piperidin-3-yl)pyridin-2-yl)pyrazolo[1,5-a]pyridine BrC1=CC=2N(C=C1)N=CC2C2=NC(=CC=C2)C2CNCCC2